4-Amino-6-((5-bromo-2-fluorophenyl)amino)-N-(2,3-dihydro-1H-inden-2-yl)-picolinamide NC1=CC(=NC(=C1)NC1=C(C=CC(=C1)Br)F)C(=O)NC1CC2=CC=CC=C2C1